Myristoyl-Glutamic Acid C(CCCCCCCCCCCCC)(=O)N[C@@H](CCC(=O)O)C(=O)O